(R)-3-(pyrrolidin-2-ylmethyl)-1H-indol-4-ol N1[C@H](CCC1)CC1=CNC=2C=CC=C(C12)O